CN(C)\C=N\N=C\N(C)C (E)-N'-[(E)-N'-[(N,N-dimethylamino)methylidene]amino]-N,N-dimethylmethanimidamide